NC1=CC(=CC(=N1)O[C@@H]1CN(CC1)C(=O)OC(C)(C)C)OC(F)F tert-butyl (S)-3-((6-amino-4-(difluoromethoxy)pyridin-2-yl)oxy)pyrrolidine-1-carboxylate